((2-(6-(5-ethyl-5,6,7,8-Tetrahydro-[1,2,4]triazolo[4,3-a]pyridin-3-yl)pyridin-2-yl)-6-(isopropyl(methyl)amino)-1-oxo-2,3-dihydro-1H-pyrrolo[3,4-c]pyridin-4-yl)methyl)(methyl)carbamate C(C)C1CCCC=2N1C(=NN2)C2=CC=CC(=N2)N2CC=1C(=NC(=CC1C2=O)N(C)C(C)C)COC(NC)=O